2-glycidyl-phenyl ethylene oxide C(C1CO1)C1=C(C=CC=C1)C1CO1